Cl.COC1=C(CNCCC2=CC(=C(C=C2)OC)OC)C=CC=C1OC N-(2,3-dimethoxybenzyl)-2-(3,4-dimethoxyphenyl)-1-ethylamine hydrochloride